ClC=1C(=C(C=C2C=C(N=CC12)NC(=O)C1C(C1C)C=1C=NN(C1)CC(F)F)C=1C=NC=CC1C)F N-[8-chloro-7-fluoro-6-(4-methylpyridin-3-yl)isoquinolin-3-yl]-2-[1-(2,2-difluoroethyl)-1H-pyrazol-4-yl]3-methylcyclopropane-1-carboxamide